ClC1=NC(=NC(=C1C1=CC=CC=C1)C1=CC=CC=C1)N 4-chloro-5,6-diphenyl-pyrimidin-2-amine